CN1CCN(CC1)CC(O)C1=CC=CC=C1 2-(4-methylpiperazino)-1-phenylethan-1-ol